COCC1CCC2(CCCN12)C(=O)[O-] 3-(methoxymethyl)tetrahydro-1H-pyrrolizine-7a(5H)-carboxylate